p-methoxyphenylsuccinic acid dineopentyl ester C(C(C)(C)C)OC(C(CC(=O)OCC(C)(C)C)C1=CC=C(C=C1)OC)=O